tert-butyl ((6-(5,5-dimethyl-1,3,2-dioxaborinan-2-yl)-4-fluoro-1H-indol-2-yl)methyl)carbamate CC1(COB(OC1)C1=CC(=C2C=C(NC2=C1)CNC(OC(C)(C)C)=O)F)C